2-(4-(2-(5-cyclopropyl-3-(3,5-dichloropyridin-4-yl)isoxazol-4-yl)vinyl)bicyclo[2.2.2]oct-1-yl)thiazole-4-carboxylic acid C1(CC1)C1=C(C(=NO1)C1=C(C=NC=C1Cl)Cl)C=CC12CCC(CC1)(CC2)C=2SC=C(N2)C(=O)O